Cl.N(C(CC1=CC(O)=C(O)C=C1)([2H])[2H])([2H])[2H] Dopamin-d4-HCl